racemic-2-((1S,2S)-2-(3-fluoro-4-(trifluoromethyl)phenyl)cyclopropyl)-4,4,5,5-tetramethyl-1,3,2-dioxaborolane FC=1C=C(C=CC1C(F)(F)F)[C@@H]1[C@H](C1)B1OC(C(O1)(C)C)(C)C |r|